ClC1=CC=C(C=C1)S(F)(F)(F)(F)S(=O)(=O)[O-] (4-chlorophenyltetrafluoro-λ6-sulfanyl)sulfonate